4-amino-7-fluoro-N-methyl-N-((3S)-6-(spiro[2.3]hexan-1-yl)-2,3-dihydrobenzofuran-3-yl)imidazo[1,5-a]quinoxaline-8-carboxamide NC=1C=2N(C3=CC(=C(C=C3N1)F)C(=O)N([C@@H]1COC3=C1C=CC(=C3)C3CC31CCC1)C)C=NC2